C1(CCC1)CN(C(OC(C)(C)C)=O)[C@H]1CN(CCC1)C=1N=NC(=CC1)C(N1N=NC(=C1)C=1C=NC=C(C1)OC)C1CC1 tert-butyl N-(cyclobutylmethyl)-N-[(3R)-1-[6-[cyclopropyl-[4-(5-methoxy-3-pyridyl)triazol-1-yl]methyl]pyridazin-3-yl]-3-piperidyl]carbamate